C(C)(=O)N1C=C(C(=C1)C(C)C)B(O)O 1-ACETYL-4-ISOPROPYL-PYRROL-3-YLBORONIC ACID